BrC1=C2C=CC=CC2=C(C2=CC=CC=C12)C1=CC=CC=2OC3=C(C21)C=CC=C3 1-(10-Bromoanthracene-9-yl)dibenzofuran